FC=1C=C(C=O)C=CC1N1C=NC=C1 3-Fluoro-4-(1H-imidazol-1-yl)benzaldehyde